1,3-diphenyl-4-iodo-1H-pyrazol-5-amine C1(=CC=CC=C1)N1N=C(C(=C1N)I)C1=CC=CC=C1